CC1=C(C=CC=C1)P(C1=CC=CC=C1)(C1=C(C=CC=C1)C)=O bis(2-methylphenyl)phenylphosphine oxide